ClC1=C(C(=O)N2CCN(CC2)C(C[N+](C)(C)C)=O)C=CC(=C1)NC(=O)C=1N(C(=CN1)C1=CC(=C(C=C1)OC(F)F)F)C [2-[4-[2-chloro-4-[[5-[4-(difluoromethoxy)-3-fluoro-phenyl]-1-methyl-imidazole-2-carbonyl]amino]benzoyl]piperazin-1-yl]-2-oxo-ethyl]-trimethyl-ammonium